4-amino-N-((5-ethynyl-4-methylpyridin-2-yl)methyl)-3-methyl-N-(1-methyl-1H-pyrazol-4-yl)-1,3-dihydrofuro[3,4-c]quinoline-8-carboxamide NC1=NC=2C=CC(=CC2C2=C1C(OC2)C)C(=O)N(C=2C=NN(C2)C)CC2=NC=C(C(=C2)C)C#C